6-chloro-4-((2-methoxy-5-(methoxymethyl)-3-(2-methyl-2H-1,2,3-triazol-4-yl)phenyl)amino)-N-(methyl-d3)pyridazine ClC1=CC(=CNN1C([2H])([2H])[2H])NC1=C(C(=CC(=C1)COC)C1=NN(N=C1)C)OC